lithium tetrakis(4-fluorophenyl)borate FC1=CC=C(C=C1)[B-](C1=CC=C(C=C1)F)(C1=CC=C(C=C1)F)C1=CC=C(C=C1)F.[Li+]